NC=1N=C(C2=C(N1)CCCCC2=O)SC 2-amino-4-(methylthio)-6,7,8,9-tetrahydro-5H-cyclohepta[d]pyrimidin-5-one